ClC1=CC(=C(C=C1)C1=CC=C2C3=C(P(C2=C1)(C)=O)C=CC=C3)C3=NC(=NC(=N3)C3=CC=CC=C3)C3=CC=CC=C3 3-(4-chloro-2-(4,6-diphenyl-1,3,5-triazin-2-yl)phenyl)-5-methylbenzo[b]phosphindole 5-oxide